ClC1=NC(=CC(=N1)N1CC2(C1)CN(CC2)C(=O)OC(C)(C)C)C(F)(F)F tert-butyl 2-(2-chloro-6-(trifluoromethyl)pyrimidin-4-yl)-2,6-diazaspiro[3.4]octane-6-carboxylate